C(OCCCCCCCCCCOC(O)=O)(O)=O decamethylenedicarbonic acid